harmanamide C1(C(=O)N)=NC=CC=2C3=CC=C(OC)C=C3NC12